3-[2-fluoro-3-(4-piperidyl)anilino]piperidine-2,6-dione HCl salt Cl.FC1=C(NC2C(NC(CC2)=O)=O)C=CC=C1C1CCNCC1